FC(C1=NN(C=C1NC(=O)C=1C=NN2C1N=C(C=C2)N2[C@H]1CO[C@@H](C2)C1)C1CCC(CC1)O)F N-[3-(difluoromethyl)-1-(4-hydroxycyclohexyl)pyrazol-4-yl]-5-[(1r,4r)-2-oxa-5-azabicyclo[2.2.1]hept-5-yl]pyrazolo[1,5-a]pyrimidine-3-carboxamide